C(C#C)N1CCN(CC1)C(=O)OC(C)(C)C tert-Butyl 4-propargylpiperazin-1-carboxylate